C(#N)[C@H](CC1=CC=C(C=C1)C=1C=CC2=C(N(C(O2)=O)C)C1)N1CCOC[C@](C1)(CCC)O (2S,6R)-N-((S)-1-cyano-2-(4-(3-methyl-2-oxo-2,3-dihydrobenzo[d]oxazol-5-yl)phenyl)ethyl)-6-hydroxy-6-propyl-1,4-oxazepane